C(C1=CC=CC=C1)N1OC(CC1C1=CC=CC=C1)CC1=C(C=CC=C1)C1=CC=CC=C1 (Z)-2-benzyl-3-phenyl-5-o-phenyl-benzyl-isoxazolidine